C1CCN(CC1)[C@@H](C2=CC=CC=C2)C(C3=CC=CC=C3)(C4=CC=CC=C4)O (S)-(+)-2-piperidino-1,1,2-triphenylethanol